CCCCCCCCCCCCCCCC(=O)OC[C@H](COP(=O)(O)OCC(CO)O)OC(=O)CCCCCCC/C=C\\CCCCCCCC The molecule is a phosphatidylglycerol in which the 1- and 2-acyl groups are specified as palmitoyl and oleoyl respectively. It derives from a hexadecanoic acid and an oleic acid. It is a conjugate acid of a 1-palmitoyl-2-oleoyl-sn-glycero-3-phosphoglycerol(1-).